(trinonylphenyl) carbamate C(N)(OC1=C(C(=C(C=C1)CCCCCCCCC)CCCCCCCCC)CCCCCCCCC)=O